COC(CCC\C=C(\C[C@@H]1[C@H]([C@@H](CC1=O)O[Si](C)(C)C(C)(C)C)\C=C\[C@H]([C@H](CC#CC)C)O[Si](C)(C)C(C)(C)C)/Br)=O (Z)-6-bromo-7-((1R,2R,3R)-3-((tert-butyldimethylsilyl)oxy)-2-((3S,4S,E)-3-((tert-butyldimethylsilyl)oxy)-4-methylocta-1-en-6-yn-1-yl)-5-ketocyclopentyl)hept-5-enoic acid methyl ester